methoxy-1-(2-methoxyethyl)-1H-benzo[d]imidazole-6-carboxylic acid COC1=NC2=C(N1CCOC)C=C(C=C2)C(=O)O